[Si](C)(C)(C(C)(C)C)OCCCOC1=NN(C(=C1[N+](=O)[O-])C)C1(CC1)C(=O)[O-] 1-(3-(3-((tert-butyldimethylsilyl)oxy)propoxy)-5-methyl-4-nitro-1H-pyrazol-1-yl)cyclopropanecarboxylate